methyl (1S,3S)-3-((6-(5-fluoro-3-((((4-nitrophenoxy)carbonyl)oxy)methyl)thiophen-2-yl)-2-methylpyridin-3-yl)oxy)cyclohexane-1-carboxylate FC1=CC(=C(S1)C1=CC=C(C(=N1)C)O[C@@H]1C[C@H](CCC1)C(=O)OC)COC(=O)OC1=CC=C(C=C1)[N+](=O)[O-]